C(C)(C)(C)OC(NC(CC=C)CCCCCCCC=1N=NC=CC1)=O pyridazinylundecen-4-yl-carbamic acid tert-butyl ester